Cl.NCCN1C(C2=CC3=C(N=CC=C3N2CC1)OCC(F)(F)F)=O 11-(2-aminoethyl)-6-(2,2,2-trifluoroethoxy)-1,5,11-triazatricyclo[7.4.0.02,7]trideca-2,4,6,8-tetraen-10-one hydrochloride